FC1=C(C=C(C=C1)NC(OC(C)(C)C)=O)[N+](=O)[O-] tert-butyl (4-fluoro-3-nitrophenyl)carbamate